7-bromo-6-fluoro-3,4-dihydro-1H-isoquinoline-2-carboxylic acid tert-butyl ester C(C)(C)(C)OC(=O)N1CC2=CC(=C(C=C2CC1)F)Br